4-[2-(2,6-dioxo-3-piperidinyl)-1,3-dioxo-isoindolin-4-yl]piperazine-1-carboxylic acid tert-butyl ester C(C)(C)(C)OC(=O)N1CCN(CC1)C1=C2C(N(C(C2=CC=C1)=O)C1C(NC(CC1)=O)=O)=O